N-[3-[(4-chlorophenyl)carbamoyl]-5,6-dihydro-4H-cyclopenta[b]thiophen-2-yl]-1-sulfamoyl-piperidine-3-carboxamide ClC1=CC=C(C=C1)NC(=O)C=1C2=C(SC1NC(=O)C1CN(CCC1)S(N)(=O)=O)CCC2